(2R,4R)-2-(2-(chloromethyl)allyl)-4-(cyclopropylmethoxy)-pyrrolidine-1,2-dicarboxylic acid 1-(tert-butyl) 2-methyl ester COC(=O)[C@@]1(N(C[C@@H](C1)OCC1CC1)C(=O)OC(C)(C)C)CC(=C)CCl